(3S,4R)-3-fluoro-4-{(1S)-1-[3-fluoro-5-(hydrazinocarbonyl)-2-(trifluoromethyl)anilino]ethyl}piperidine-1-carboxylic acid tert-butyl ester C(C)(C)(C)OC(=O)N1C[C@H]([C@H](CC1)[C@H](C)NC1=C(C(=CC(=C1)C(=O)NN)F)C(F)(F)F)F